1-[7-(5-hydroxypent-1-ynyl)imidazo[1,2-a]pyridin-3-yl]hexahydropyrimidine-2,4-dione OCCCC#CC1=CC=2N(C=C1)C(=CN2)N2C(NC(CC2)=O)=O